3-(4-(2-amino-6-methylpyrimidin-4-yl)-1,4-oxazepan-3-yl)-4-methoxybenzoic acid methyl ester COC(C1=CC(=C(C=C1)OC)C1COCCCN1C1=NC(=NC(=C1)C)N)=O